di-tert-butyl 2-(2-bromo-5-((2-(dimethylamino)ethyl)carbamoyl)phenyl)piperazine-1,4-dicarboxylate BrC1=C(C=C(C=C1)C(NCCN(C)C)=O)C1N(CCN(C1)C(=O)OC(C)(C)C)C(=O)OC(C)(C)C